OC(=O)C(F)(F)F.N1CC(C1)C=1C=NN(C1N1C(N(C=C1)C1=CC=CC=C1)=O)C1=CC(=C(C(=C1)C)F)C 1-(4-(azetidin-3-yl)-1-(4-fluoro-3,5-dimethylphenyl)-1H-pyrazol-5-yl)-3-phenyl-1,3-dihydro-2H-imidazol-2-one TFA salt